COC=1C=C(C=C(C1)OC)C=1CCC(NC1C1=C(C=C(C=C1F)F)F)=O 5-(3,5-dimethoxyphenyl)-6-(2,4,6-trifluorophenyl)-3,4-dihydropyridin-2(1H)-one